NC1=CC(=C(C=C1OC)N1CCC(CC1)CN1CCC2(CCCN(C2)C=2C=C3C(N(C(C3=CC2)=O)C2C(NC(CC2)=O)=O)=O)CC1)C=1C=NN(C1)C 5-(9-((1-(4-amino-5-methoxy-2-(1-methyl-1H-pyrazol-4-yl)phenyl)piperidin-4-yl)methyl)-2,9-diazaspiro[5.5]undecan-2-yl)-2-(2,6-dioxopiperidin-3-yl)isoindoline-1,3-dione